2-ethylhexyl 3-((5-methyl-7-(3,3,4,4-tetrafluoropyrrolidin-1-yl)-5H-pyrrolo[3,2-d]pyrimidin-2-yl)thio)propionate Argon [Ar].CN1C=C(C=2N=C(N=CC21)SCCC(=O)OCC(CCCC)CC)N2CC(C(C2)(F)F)(F)F